C(C)(C)(C)OC(NCC=1C(=NC=CC1Br)O)=O ((4-bromo-2-hydroxypyridin-3-yl)methyl)carbamic acid tert-butyl ester